1,1'-bis(2-hexyldecyl) 6,6'-[[2-(dimethylamino)ethyl]imino]bis[hexanoate] CN(CCN(CCCCCC(=O)OCC(CCCCCCCC)CCCCCC)CCCCCC(=O)OCC(CCCCCCCC)CCCCCC)C